tert-butyl 4-(amino carbamothioyl)piperazine-1-carboxylate NNC(=S)N1CCN(CC1)C(=O)OC(C)(C)C